C(C)OC(=O)C1=CC=C(C=C1)/N=N/C1=C(C=C(C(=O)OCC)C=C1)[N+](=O)[O-] ethyl (E)-4-((4-(ethoxycarbonyl) phenyl) diazenyl)-3-nitrobenzoate